2-chloro-5-(2,2-dimethyl-2,3-dihydro-[1,4]dioxino[2,3-b]pyridin-6-yl)pyridin-4-amine ClC1=NC=C(C(=C1)N)C1=CC=C2C(=N1)OCC(O2)(C)C